N-(3-Chloro-1H-indol-7-yl)-1-(3-hydroxycyclobutyl)pyrazol-4-sulfonamid ClC1=CNC2=C(C=CC=C12)NS(=O)(=O)C=1C=NN(C1)C1CC(C1)O